nickel bis-(phenyl)pentanediimine bromide [Br-].C1(=CC=CC=C1)C(C(C(=N)C1=CC=CC=C1)=N)CC.[Ni+2].[Br-]